C(C)(C)(C)N1CCC(C2=CC(=CC(=C12)C)F)C(=O)N1N=C2C(CNCC2)=C1N tert-butyl-(3-amino-4,5,6,7-tetrahydro-2H-pyrazolo[4,3-c]pyridin-2-yl)(6-fluoro-8-methyl-1,2,3,4-tetrahydroquinolin-4-yl)methanone